((4'R,5S,5'R)-1-chloro-4',5'-dimethyl-6,7-dihydro-5H-spiro[isoquinoline-8,2'-[1,3]dioxolan]-5-yl)methyl carbamate C(N)(OC[C@@H]1C=2C=CN=C(C2C2(O[C@@H]([C@H](O2)C)C)CC1)Cl)=O